2-methyl-3,4-pyridinedicarboxylic anhydride CC1=NC=CC2=C1C(=O)OC2=O